O(C1=CC=CC=C1)C=1C=C(C=C(C1)OC1=C(C=C(C=N1)N)C)OC1=C(C=C(C=N1)N)C 6,6'-(5-phenoxy-1,3-phenylene)bis(oxy)bis(5-methylpyridin-3-amine)